2-(3-fluoro-4-hydroxyphenyl)-6,6-dimethyl-7,8-dihydroquinolin-5(6H)-one FC=1C=C(C=CC1O)C1=NC=2CCC(C(C2C=C1)=O)(C)C